C1N(CCC2=CC=CC=C12)C(CCN1CC2=C(C(CC1)(C)C)C=CC(=C2)C2=CC(=NC(=C2)C)C)=O 1-(3,4-dihydroisoquinolin-2(1H)-yl)-3-(8-(2,6-dimethylpyridin-4-yl)-5,5-dimethyl-1,3,4,5-tetrahydro-2H-benzo[c]azepin-2-yl)propan-1-one